1-isopropyl-3-methyl-5-(2-propoxypyridin-3-yl)-1H-pyrazolo[4,3-b]pyridin-7-amine C(C)(C)N1N=C(C2=NC(=CC(=C21)N)C=2C(=NC=CC2)OCCC)C